FC=1C=CC=2N(C3=CC=C(C=C3C2C1)F)CC(CNCC(C)O)O 1-(3,6-difluoro-9H-carbazol-9-yl)-3-((2-hydroxypropyl)amino)-2-propanol